(8-phenyl-1,3,4,5-tetrahydro-2H-pyrido[4,3-b]indol-2-yl)(pyrazin-2-yl)methanone C1(=CC=CC=C1)C1=CC=2C3=C(NC2C=C1)CCN(C3)C(=O)C3=NC=CN=C3